N1N=CC2=CC(=CC=C12)C=1C=NC=2N(C=3N=CC(=CC3OC2C1)C=1C=C2C=NNC2=CC1)CCN1[C@H]2CN([C@@H](C1)C2)C 6,12-bis-(1H-indazol-5-yl)-2-{2-[(1R,4R)-5-methyl-2,5-diazabicyclo[2.2.1]heptan-2-yl]ethyl}-9-oxa-2,4,14-triazatricyclo[8.4.0.0^{3,8}]tetradeca-1(10),3(8),4,6,11,13-hexaene